C(C)(C)(C)OC(=O)N1CCC2=C(CC1)C=C(C=C2)Br 7-bromo-4,5-dihydro-1H-benzo[d]azepine-3(2H)-carboxylic acid tert-butyl ester